COC(C1=CN=C(C=C1N1C[C@@](CC1)(C)NC(=O)OC(C)(C)C)Cl)=O (S)-4-(3-((tert-Butoxycarbonyl)amino)-3-methylpyrrolidin-1-yl)-6-chloronicotinic acid methyl ester